N-(4-(5-(3-(4-methoxyphenoxy)propyl)-2,3,4,5-tetrahydro-1H-benzo[b][1,4]diazepine-1-Carbonyl)phenyl)-[1,1'-biphenyl]-2-carboxamide COC1=CC=C(OCCCN2C3=C(N(CCC2)C(=O)C2=CC=C(C=C2)NC(=O)C=2C(=CC=CC2)C2=CC=CC=C2)C=CC=C3)C=C1